C[C@H]\1C(NC=2C=NN(C2C=2C=CC=C([C@H](C/C=C1)NC(OC(C)(C)C)=O)C2)COCC[Si](C)(C)C)=O tert-Butyl N-[(9R,10E,13S)-9-methyl-8-oxo-3-{[2-(trimethylsilyl)ethoxy]methyl}-3,4,7-triazatricyclo[12.3.1.02,6]octadeca-1(18),2(6),4,10,14,16-hexaen-13-yl]carbamate